CC(C/C=C/CCC(=O)O)C (E)-7-methyloct-4-enoic acid